C(C)(C)(C)C1=NC(=NO1)C(=O)NCC1=C(C=C(C=C1)C1=NC=NN2C1=CC(=C2)N2CC(CC2)(F)F)C 5-(tert-butyl)-N-(4-(6-(3,3-difluoropyrrolidin-1-yl)pyrrolo[2,1-f][1,2,4]triazin-4-yl)-2-methylbenzyl)-1,2,4-oxadiazole-3-carboxamide